4-fluoro-N-{4-[5-(trifluoromethyl)-1,2,4-oxadiazol-3-yl]benzyl}aniline FC1=CC=C(NCC2=CC=C(C=C2)C2=NOC(=N2)C(F)(F)F)C=C1